C(C)(CCCCCC)O sec-Octanol